N1C(=O)NC(=O)NC1=O Cyanuric Acid